CN(C=1C=CC(=C(C1)N1/C(/SCC1=O)=N/C(=O)NC1=C(C=C(C=C1)C1=NN(C=N1)C1=CC=C(C=C1)OC(F)(F)F)CC)C(C)C)C (Z)-1-(3-(5-(dimethylamino)-2-isopropylphenyl)-4-oxothiazolidin-2-ylidene)-3-(2-ethyl-4-(1-(4-(trifluoromethoxy)phenyl)-1H-1,2,4-triazol-3-yl)phenyl)urea